(S)-1-((5-(5-(difluoromethyl)-1,3,4-oxadiazol-2-yl)pyridin-2-yl)methyl)-3-(1-ethylpiperidin-3-yl)-6-fluoro-5-(pyridin-3-yl)-1,3-dihydro-2H-benzo[d]imidazol-2-one FC(C1=NN=C(O1)C=1C=CC(=NC1)CN1C(N(C2=C1C=C(C(=C2)C=2C=NC=CC2)F)[C@@H]2CN(CCC2)CC)=O)F